3,4-dibromoethylenedioxythiophene BrC1=C2SC(=C1Br)OCCO2